ClC1=C(C=NC2=C(N=CC=C12)NC=1C(=C(C=CC1)C1=CC=CC=C1)C)CN1C(CCCC1)C(=O)O 1-({4-chloro-8-[(2-methylbiphenyl-3-yl)amino]-1,7-naphthyridin-3-yl}methyl)piperidine-2-carboxylic acid